C(C1=CC=CC=C1)NC[C@@H](C)NC1=NC(=NC(=C1)C1=C(C=CC=C1C)C)NS(=O)(=O)C=1C=C(C(=O)O)C=CC1 3-[[4-[[(1R)-2-(benzylamino)-1-methyl-ethyl]amino]-6-(2,6-dimethylphenyl)pyrimidin-2-yl]sulfamoyl]benzoic acid